ethyl 2-({6-[(1,3-benzothiazol-2-yl)amino]-5-methylpyridazin-3-yl}(methyl)amino)-5-(3-{4-[3-(dimethylamino)prop-1-yn-1-yl]-2-fluorophenoxy}-2-methylpropyl)-1,3-thiazole-4-carboxylate S1C(=NC2=C1C=CC=C2)NC2=C(C=C(N=N2)N(C=2SC(=C(N2)C(=O)OCC)CC(COC2=C(C=C(C=C2)C#CCN(C)C)F)C)C)C